ClC1=CC2=C(N=CN(C2=O)CC2(CCN(CC2)C(C2=CC=C(C=C2)Cl)=O)O)N1C1=CC=C(C=C1)[C@@H]1NCC(OC1)(C)C (S)-6-Chloro-3-((1-(4-chlorobenzoyl)-4-hydroxypiperidin-4-yl)methyl)-7-(4-(6,6-dimethylmorpholin-3-yl)phenyl)-3,7-dihydro-4H-pyrrolo[2,3-d]pyrimidin-4-one